FC1=C(CN2CC(CC2)CNC(=O)C2CCN(CC2)C2=NC(=NO2)C2=CC=C(C=C2)OC)C=CC=C1 N-((1-(2-fluorobenzyl)pyrrolidin-3-yl)methyl)-1-(3-(4-methoxyphenyl)-1,2,4-oxadiazol-5-yl)piperidine-4-carboxamide